CC1=C(C(=C(C=2CC3=CC=CC=C3C12)C1=C(C2=C(SC3=C2C=CC=C3)C=C1)C1=C(C(=C(C=C1)C1=CC=CC=C1)C1=CC=CC=C1)C1=NN=NC=C1)C1=CC=CC=C1)C [di(methyl)(phenyl)fluorenyl][di(phenyl)triazinylphenyl]dibenzothiophene